CN([C@@H](CCCNC(N)=N)C(=O)O)C (L)-N,N-dimethylarginine